[I-].C(C)(C)[NH+](CC)C(C)C diisopropylethyl-ammonium iodide salt